CC1=C(C=C(C=C1)C)[C@H]1N(CCC1)C(CN1N=C2[C@H](CCCC2=C1C)C)=O 1-[(2S)-2-(2,5-Dimethylphenyl)pyrrolidin-1-yl]-2-[(7S)-3,7-dimethyl-4,5,6,7-tetrahydroindazol-2-yl]ethanone